N[C@H]1[C@@H](C(N[C@@H]1C1=CC=CC=C1)=O)C |r| rac-(3s,4s,5r)-4-amino-3-methyl-5-phenylpyrrolidin-2-one